[1,4]thiazepino[2,3,4-ij]quinazoline-6,8(7H)-dione S1CC=CN2C(NC(C3=CC=CC1=C23)=O)=O